CIS-3-AMINO-TETRAHYDROPYRAN-4-CARBOXYLIC ACID N[C@@H]1COCC[C@@H]1C(=O)O